8'-Bromo-7'-fluoro-3'-methyl-3-(methylamino)spiro[cyclobutane-1,1'-pyrrolo[2,3-c]quinolin]-2'(3'H)-one BrC1=CC=2C3=C(C=NC2C=C1F)N(C(C31CC(C1)NC)=O)C